C(C)(C)(C)C1=C(C(=C(CN2C(N(C(N(C2=O)CC2=C(C(=C(C=C2C)C(C)(C)C)O)C)=O)CC2=C(C(=C(C=C2C)C(C)(C)C)O)C)=O)C(=C1)C)C)O 1,3,5-tris(4-t-butyl-3-hydroxy-2,6-dimethylbenzyl)-1,3,5-triazine-2,4,6(1H,3H,5H)-trione